tert-butyl ((2S)-1-((amino(4-methylthiazol-2-yl)(oxo)-λ6-sulfanylidene)amino)-4-methyl-1-oxopentan-2-yl)carbamate NS(=O)(C=1SC=C(N1)C)=NC([C@H](CC(C)C)NC(OC(C)(C)C)=O)=O